Diazido-3,6,9-trioxaundecane N(=[N+]=[N-])C(COCCOCCOCC)N=[N+]=[N-]